ClC=1C=C2N3CCNCC3CNC2=NN1 4-chloro-1,5,6,8,12-pentazatricyclo[8.4.0.02,7]tetradeca-2,4,6-triene